C(C)(C)(C)OC(CCOC1=C(C=CC=C1F)Br)=O 3-(2-bromo-6-fluoro-phenoxy)propionic acid tert-butyl ester